2-tetrahydropyran-3-yloxyethanol O1CC(CCC1)OCCO